Cinnamoyl chloride C(C=CC1=CC=CC=C1)(=O)Cl